N[C@H](C(=O)OCOC1=C2C(=CNC2=CC=C1)CCN(C)C)C(C)C (S)-((3-(2-(dimethylamino)ethyl)-1H-indol-4-yl)oxy)methyl 2-amino-3-methylbutanoate